C(C)OC(C(=O)C=1N(C=C(C1C1=CC=CC=C1)C1=C(C(=CC=C1)OC)C)N)=O (1-amino-4-(3-methoxy-2-methylphenyl)-3-phenyl-1H-pyrrol-2-yl)-2-oxoacetic acid ethyl ester